N-{(6R,7aR)-7,7-difluoro-2-[5-fluoro-6-methyl-4-(2,4,6-trifluorophenyl)-1,2-benzoxazol-3-yl]-3-oxohexahydro-1H-pyrrolo[1,2-c]imidazol-6-yl}methanesulfonamide FC1([C@@H](CN2C(N(C[C@@H]21)C2=NOC1=C2C(=C(C(=C1)C)F)C1=C(C=C(C=C1F)F)F)=O)NS(=O)(=O)C)F